7-methanesulfonyl-1,7-diazaspiro[3.5]nonane CS(=O)(=O)N1CCC2(CCN2)CC1